C(C1=CC=CC=C1)C1CC(=NO1)[C@H](C)NC(=O)C1=NC=CC2=CC=CC=C12 5-benzyl-3-((S)-1-(isoquinoline-1-carboxamido)ethyl)-4,5-dihydroisoxazole